NC=1C=C(C=C(C1)C(F)(F)F)[C@@H](C)NC1=NC(=NC2=CC=C(C=C12)NC1=CC(=C(C=C1)CC(=O)N(C)C)O)Cl (R)-2-(4-((4-((1-(3-amino-5-(Trifluoromethyl)phenyl)ethyl)amino)-2-chloroquinazolin-6-yl)amino)-2-hydroxyphenyl)-N,N-dimethylacetamide